FC(C(CO)C)(F)F 3,3,3-trifluoro-2-methylpropan-1-ol